(6-cyclopropyl-8-((2,2-diethoxyethoxy)methyl)imidazo[1,2-a]pyridin-2-yl)methanamine C1(CC1)C=1C=C(C=2N(C1)C=C(N2)CN)COCC(OCC)OCC